C(C)(C)(C)C=1C=C(CN2C(N(C(N(C2=O)CC2=CC(=C(C(=C2)C(C)(C)C)O)C(C)(C)C)=O)CC2=CC(=C(C(=C2)C(C)(C)C)O)C(C)(C)C)=O)C=C(C1O)C(C)(C)C 1,3,5-tris(3,5-di-tert-butyl-4-hydroxybenzyl)-1,3,5-triazine-2,4,6(1H,3H,5H)-trion